ClC1=CC=C(OC2=CC=C(C=C2)N2C(=NC(=C2)C2CCN(CC2)CCCCC2=CNC3=CC=C(C=C23)C#N)CC)C=C1 3-(4-(4-(1-(4-(4-chlorophenoxy)phenyl)-2-ethyl-1H-imidazol-4-yl)piperidin-1-yl)butyl)-1H-indole-5-carbonitrile